Cl.NC=1SC2=C(N1)CC[C@@H](C2)N(CCC)CC2CCN(CC2)C(=O)C2=CC1=C(S2)C=CC=C1 (S)-(4-(((2-amino-4,5,6,7-tetrahydrobenzo[d]thiazol-6-yl)(propyl)amino)methyl)piperidin-1-yl)(benzo[b]thiophen-2-yl)methanone hydrochloride